ClCCCC1S(NC2=C(O1)C=CC(=C2)C2=CC=CC=C2)(=O)=O 3-(3-chloropropyl)-7-phenyl-1H-4,2,1-benzooxathiazine 2,2-dioxide